methyl 3-[1-[[3-[2-[tert-butyl(diphenyl)silyl]oxyethoxy]-5,7-dimethyl-1-adamantyl]methyl]-5-methyl-pyrazol-4-yl]-6-(methylamino)pyridine-2-carboxylate [Si](C1=CC=CC=C1)(C1=CC=CC=C1)(C(C)(C)C)OCCOC12CC3(CC(CC(C1)(C3)C)(C2)C)CN2N=CC(=C2C)C=2C(=NC(=CC2)NC)C(=O)OC